C(C)(C)C1=NOC(=N1)N1CCC(CC1)C(C)OC=1SC=2C(=NC=C(N2)C2=CC=C(C=C2)S(=O)(=O)C)N1 3-isopropyl-5-(4-(1-((6-(4-(methyl-sulfonyl)phenyl)thiazolo[4,5-b]pyrazin-2-yl)oxy)ethyl)piperidin-1-yl)-1,2,4-oxadiazole